[Si](C)(C)(C(C)(C)C)OC1CCC(CC1)NC(OC(C)(C)C)=O tert-butyl N-[4-[tert-butyl(dimethyl)silyl]oxycyclohexyl]carbamate